(E)-1,3-dimethoxy-5-styrylbenzene COC1=CC(=CC(=C1)\C=C\C1=CC=CC=C1)OC